FC1(C[C@@]2(CC1)C[C@H](N(CC2)CC2=C1C=CNC1=C(C=C2OC)C)C2=CC=C(C(=O)O)C=C2)F 4-((5r,7s)-2,2-difluoro-8-((5-methoxy-7-methyl-1H-indol-4-yl)methyl)-8-azaspiro[4.5]dec-7-yl)benzoic acid